COC=1C=C2CCNC(C2=CC1OC)C=1C(=C(C=CC1OC)C(C)=O)OC 3-(6,7-dimethoxy-1,2,3,4-tetrahydroisoquinolinyl)-1-(2,4-dimethoxyphenyl)ethanone